BrC=1C=CC(=NC1)OC1CC(C1)OC=1C=CC(=NC1)C#CC(OC(C)O)C [3-[5-[3-[(5-bromo-2-pyridinyl)oxy]cyclobutoxy]-2-pyridinyl]-1-methyl-prop-2-ynyloxy]ethanol